6-bromoindole BrC1=CC=C2C=CNC2=C1